methyl 2-((4-(3-(4-Chloro-2-fluorophenyl)-4-carbonylchroman-5-yl)piperidin-1-yl)methyl)-1-(((S)-oxetan-2-yl) Methyl)-1H-benzo[d]imidazole-6-carboxylate ClC1=CC(=C(C=C1)C1COC2=CC=CC(=C2C1=C=O)C1CCN(CC1)CC1=NC2=C(N1C[C@H]1OCC1)C=C(C=C2)C(=O)OC)F